succinimide 6-[[7-(N,N-dimethylaminosulfonyl)-2,1,3-benzooxadiazol-4-yl]amino]hexanoate CN(S(=O)(=O)C1=CC=C(C=2C1=NON2)NCCCCCC(=O)O)C.C2(CCC(N2)=O)=O